C(#N)C=1C=C2CCCN(C2=CC1)C1=CC=CC(=N1)N1CCN(CC1)CC1=NC2=C(N1C[C@H]1OCC1)C=C(C=C2)C(=O)O (S)-2-((4-(6-(6-cyano-3,4-dihydroquinolin-1(2H)-yl)pyridin-2-yl)piperazin-1-yl)methyl)-1-(oxetan-2-ylmethyl)-1H-benzo[d]imidazole-6-carboxylic acid